C(C=C)(=O)N1CC(CC1)C=1N=C(N2C1N=CN=C2N)C2=CC=C(C(=O)NC1=NC=CC(=C1)C#N)C=C2 4-(8-(1-acryloylpyrrolidin-3-yl)-4-aminoimidazo[1,5-a][1,3,5]triazin-6-yl)-N-(4-cyanopyridin-2-yl)benzamide